C(C1=CC=CC=C1)OC1=C(C(=NC=C1)OCC1=CC=CC=C1)B1OC(C(O1)(C)C)(C)C dibenzyloxy-3-(4,4,5,5-tetramethyl-1,3,2-dioxaborolan-2-yl)pyridine